(1R,4R)-4-aminocyclohexane-1-carboxamide NC1CCC(CC1)C(=O)N